tert-butyl 2-[6-(phenylethynyl) quinazolin-4-yl]-2,7-diazaspiro[3.5]nonane-7-carboxylate C1(=CC=CC=C1)C#CC=1C=C2C(=NC=NC2=CC1)N1CC2(C1)CCN(CC2)C(=O)OC(C)(C)C